FC1=CC=CC=2C(=N[C@@H](C(NC21)=O)NC(=O)C2=C(N=C1N2N=C(C=C1)C)C1=CC=CC=C1)C1=CC=CC=C1 N-[(3S)-9-Fluoro-2-oxo-5-phenyl-1,3-dihydro-1,4-benzodiazepin-3-yl]-6-methyl-2-phenylimidazo[1,2-b]pyridazine-3-carboxamide